hydroxybenzylmercaptoacetate OC(C(=O)[O-])SCC1=CC=CC=C1